(4aR,7aR)-octahydro-6H-pyrrolo[3,4-b]pyridine-6-carboxylic acid tert-butyl ester C(C)(C)(C)OC(=O)N1C[C@@H]2NCCC[C@@H]2C1